8-hydroxy-2,7,10-triaminocapric acid OC(C(CCCCC(C(O)=O)N)N)CCN